7-bromo-5-chloro-3,4-dihydroquinoxalin-2(1H)-one BrC1=CC(=C2NCC(NC2=C1)=O)Cl